N-[4-(3-chloro-2-fluoro-anilino)-7-[2-[(1R,5S)-3-methyl-3-azabicyclo[3.1.0]hexan-1-yl]ethynyl]quinazolin-6-yl]-4-morpholino-but-2-ynamide ClC=1C(=C(NC2=NC=NC3=CC(=C(C=C23)NC(C#CCN2CCOCC2)=O)C#C[C@@]23CN(C[C@H]3C2)C)C=CC1)F